1,4-Bis(carboxymethyl)-6-[bis(carboxymethyl)]amino-6-methylperhydro-1,4-diazepine C(=O)(O)CN1CCN(CC(C1)(C)N(CC(=O)O)CC(=O)O)CC(=O)O